BrCCCC(C(=O)OCC)(C)C ethyl 5-bromo-2,2-dimethylpentanoate